BrC1=CC=C(C=C1)C1CCN(CC1)CC(C)F 4-(4-bromophenyl)-1-(2-fluoropropyl)piperidine